CC1N(CCC=C1Br)CC1=CC=CC=C1 methyl-1-benzyl-3-bromo-5,6-dihydro-2H-pyridine